2-imino-6-(7-methoxyquinolin-4-yl)-2λ6-thia-6-azaspiro[3.3]heptane 2-oxide N=S1(CC2(C1)CN(C2)C2=CC=NC1=CC(=CC=C21)OC)=O